triethylene glycol bis[3-(3-tertiary butyl-4-hydroxy-5-tolyl) propionate] C(C)(C)(C)C=1C=C(C=C(C1O)CCC(=O)OCCOCCOCCOC(CCC=1C(=C(C=C(C1)C)C(C)(C)C)O)=O)C